1-(4-aminopiperidin-1-yl)-3-(4-chloro-3-fluorophenoxy)propan-2-ol trifluoroacetate salt FC(C(=O)O)(F)F.NC1CCN(CC1)CC(COC1=CC(=C(C=C1)Cl)F)O